5-ethyl-pyrazole-3-carbaldehyde C(C)C1=CC(=NN1)C=O